C(C)(C)(C)C1=C(C(O)=C(C=C1)C(C)(C)C)O 3,6-di-tert-butyl-catechol